C(C)(C)C1=CC(=C(C=C1)C1(C(C2=CC=CC(=C2C1=O)NC(C)=O)=O)NC(C)=O)OC N,N'-(2-(4-Isopropyl-2-methoxyphenyl)-1,3-dioxo-2,3-dihydro-1H-inden-2,4-diyl)diacetamide